O=C1NC(CCC1N1C(C2=CC=C(C=C2C1=O)OC=1C=NC(=CC1)N1CCN(CC1)CCOC1=CC=C(C=C1)\C(=C(\CC)/C1=CC=CC=C1)\C1=CC=C(C=C1)O)=O)=O (Z)-2-(2,6-dioxopiperidin-3-yl)-5-((6-(4-(2-(4-(1-(4-hydroxyphenyl)-2-phenylbut-1-en-1-yl)phenoxy)ethyl)piperazin-1-yl)pyridin-3-yl)oxy)isoindoline-1,3-dione